NC1=C(C=2C(=NC=C(C2S1)F)C=1C2=C(C=3C=NC(=NC3C1F)N1C[C@@H]([C@H](C1)OC)NC(C)C)COC2)C#N 2-Amino-7-fluoro-4-(5-fluoro-3-((3S,4S)-3-(isopropylamino)-4-methoxypyrrolidin-1-yl)-7,9-dihydrofuro[3,4-f]quinazolin-6-yl)thieno[3,2-c]pyridine-3-carbonitrile